ClC1=NC=C(C(=N1)N1C=C(C2=CC=CC=C12)C(C(=O)O)C(F)(F)F)Cl 2-(1-(2,5-dichloropyrimidin-4-yl)-1H-indol-3-yl)-3,3,3-trifluoropropionic acid